NC(CC)=O (2S)-1-amino-1-oxopropan